C(C)(C)(C)C1=C(O)C=C(C(=C1)O)C(C)(C)C 2,5-ditertbutyl-hydroquinone